C[C@@H](CC)[C@H](CCCC)O (3S,4S)-3-Methyloctan-4-ol